O1C(=NC2=C1C=CC=C2)C=2N=C(N(C(C2OC)=O)C)N(C)C(C=2C=C(C(=O)O)C=CC2)C2=CC=CC=C2 3-({[4-(1,3-benzoxazol-2-yl)-5-methoxy-1-methyl-6-oxo-1,6-dihydropyrimidin-2-yl](methyl)amino}(phenyl)methyl)benzoic acid